COC1=CC=C(CNC=2C=NON2)C=C1 4-((4-Methoxybenzyl)amino)-[1,2,5]oxadiazol